(1-(methoxymethyl)cyclohexyl)methanol COCC1(CCCCC1)CO